3-nitropyrrole-d [N+](=O)([O-])C1=C(NC=C1)[2H]